C1=C[C-](C=C1)C2=C(C=CC(=C2F)C3=CC=CN3)F.C1=C[C-](C=C1)C2=C(C=CC(=C2F)C3=CC=CN3)F.[Ti+2] bis(2,6-difluoro-3-pyrrolylphenyl)titanocene